N-(3-cyanophenyl)carboxamide C(#N)C=1C=C(C=CC1)NC=O